(S)-(3-(6-bromopyridin-2-yl)-6,7-dihydro-5H-pyrrolo[2,1-c][1,2,4]triazol-5-yl)methanol BrC1=CC=CC(=N1)C=1N2C(=NN1)CC[C@H]2CO